(S)-4-Chloro-N-(1-(3-hydroxy-3-methylazetidin-1-yl)-3-methylbutan-2-yl)-N-methylbenzamide ClC1=CC=C(C(=O)N(C)[C@H](CN2CC(C2)(C)O)C(C)C)C=C1